hexamethylenebis(stearamide) C(CCCCCCCCCCCCCCCCCCCCCCCCCCCCCCCCCCCCCCCCC(=O)N)(=O)N